4-(2-((bis(benzyloxy)phosphoryl)amino)-1-((methylsulfonyl)oxy)-2-oxoethyl)phenyl methanesulfonate CS(=O)(=O)OC1=CC=C(C=C1)C(C(=O)NP(=O)(OCC1=CC=CC=C1)OCC1=CC=CC=C1)OS(=O)(=O)C